5-[(2,5-Dichloro-4-pyridyl)amino]-3-[(3R)-3-hydroxybutyl]-1-methyl-benzimidazol-2-on ClC1=NC=C(C(=C1)NC1=CC2=C(N(C(N2CC[C@@H](C)O)=O)C)C=C1)Cl